2-(4-bromophenyl)-N-(6-oxo-1-phenyl-1,6-dihydropyridin-3-yl)acetamide BrC1=CC=C(C=C1)CC(=O)NC1=CN(C(C=C1)=O)C1=CC=CC=C1